[Si](C1=CC=CC=C1)(C1=CC=CC=C1)(C(C)(C)C)OCCCN(N)C#N 1-(3-((tert-butyldiphenylsilyl)oxy)propyl)hydrazinecarbonitrile